(1R,4R)-4-(((2-((3-chloro-1-methyl-1H-pyrazol-4-yl)amino)-5-fluoro-pyrimidin-4-yl)oxy)methyl)cyclohexan ClC1=NN(C=C1NC1=NC=C(C(=N1)OCC1CCCCC1)F)C